(7-((2,6-diethoxy-4'-fluoro-[1,1'-biphenyl]-4-yl)methyl)-2,7-diazaspiro[3.5]nonan-2-yl)benzoic acid C(C)OC1=C(C(=CC(=C1)CN1CCC2(CN(C2)C2=C(C(=O)O)C=CC=C2)CC1)OCC)C1=CC=C(C=C1)F